3-(6-Fluoro-5-(4-fluoro-3-(5-(2-(2-fluoro-3-(3-methoxy-3-oxopropyl)phenyl)-6-hydroxyhexan-2-yl)-1H-imidazol-2-yl)phenoxy)-1H-indol-4-yl)propanoic acid FC1=C(C(=C2C=CNC2=C1)CCC(=O)O)OC1=CC(=C(C=C1)F)C=1NC(=CN1)C(C)(CCCCO)C1=C(C(=CC=C1)CCC(=O)OC)F